C(#N)C1=CC=C(C=C1)C1CCN(CC1)C(=O)C=1C(=C(C(=O)NCCOC)C=CC1C)C1CCC1 (4-(4-cyanophenyl)piperidine-1-carbonyl)-2-cyclobutyl-N-(2-methoxyethyl)-4-methylbenzamide